O-methoxybenzoylalanine COOC([C@@H](NC(C1=CC=CC=C1)=O)C)=O